OC1=CC=C2C(C(=C(OC2=C1O)C(F)(F)F)C=1C=NN(C1)CCC)=O 7,8-dihydroxy-3-(1-propyl-1H-pyrazol-4-yl)-2-(trifluoromethyl)-4H-chromen-4-one